N1(N=CC=C1)CC1=C(CN2CCC3(CC2)COC2=C4CN(C(C4=CC=C23)=O)C2C(NC(CC2)=O)=O)C=CC=C1 3-(1'-(2-((1H-pyrazol-1-yl)methyl)benzyl)-6-oxo-6,8-dihydro-2H,7H-spiro[furo[2,3-e]isoindole-3,4'-piperidin]-7-yl)piperidine-2,6-dione